Cl.ClC1=CC(=C(C=C1)C1(OC2=C(O1)C=CC=C2N2[C@@H]1CC[C@H]1NCC2)C)F |r| rac-(1R,6R)-2-(2-(4-chloro-2-fluorophenyl)-2-methylbenzo[d][1,3]dioxol-4-yl)-2,5-diazabicyclo[4.2.0]octane hydrochloride